NCCCC[C@@H](C(=O)OC(C)(C)C)N(C(N[C@H](C(=O)OC(C)(C)C)CCC(=O)OC(C)(C)C)=O)C (S)-Di-tert-butyl 2-(3-((S)-6-amino-1-(tert-butoxy)-1-oxohexane-2-yl)-3-methylureido)pentanedioate